BrC=1C(=C(C(=CC1)S(=O)(=O)C)C1=NOCC1)C 3-(3-bromo-2-methyl-6-methanesulfonylphenyl)-4,5-dihydroisoxazole